3-chloro-5-{2-[2-(4-chloroquinoline-8-sulfonamido)phenyl]ethynyl}pyridine-2-carboxylic acid ClC=1C(=NC=C(C1)C#CC1=C(C=CC=C1)NS(=O)(=O)C=1C=CC=C2C(=CC=NC12)Cl)C(=O)O